C(#N)C=1C=NN2C1C(=NC(=C2)C=2C=NN(C2)C)C=2C=CC(=NC2)N2CCN(CC2)C(=O)[C@]2(N(CCC2)C(=O)OC(C)(C)C)C tert-butyl (S)-2-(4-(5-(3-cyano-6-(1-methyl-1H-pyrazol-4-yl)pyrazolo[1,5-a]pyrazin-4-yl)pyridin-2-yl)piperazine-1-carbonyl)-2-methylpyrrolidine-1-carboxylate